tert-butyl-(1R,2R,5R)-2-(((benzyloxy)carbonyl)amino)-8-azabicyclo[3.2.1]octane-8-carboxylate C(C)(C)(C)OC(=O)N1[C@H]2[C@@H](CC[C@@H]1CC2)NC(=O)OCC2=CC=CC=C2